2-{[(2R,7aS)-2-fluoro-hexahydropyrrolizin-7a-yl]methoxy}-7-[8-ethyl-7-fluoro-3-(methoxymethoxy)naphthalen-1-yl]-4-(1,4-oxazepan-4-yl)pyrano[4,3-d]pyrimidin-5-one F[C@@H]1C[C@@]2(CCCN2C1)COC=1N=C(C2=C(N1)C=C(OC2=O)C2=CC(=CC1=CC=C(C(=C21)CC)F)OCOC)N2CCOCCC2